(Z)-2-(5-chloro-1H-indol-3-yl)-3-(4-methoxypyridin-3-yl)-acrylonitrile ClC=1C=C2C(=CNC2=CC1)/C(/C#N)=C/C=1C=NC=CC1OC